3-[4-(2-methanesulfonylaminoethyl)piperazin-1-yl]Propionamide CS(=O)(=O)NCCN1CCN(CC1)CCC(=O)N